NCC1=CC(=C(C=C1)NC(=O)C1=CC2=C(OCCC3=C2SC=C3)C=C1C=1C(=NC(=CC1)C(NCCC)=O)C(=O)OC)OCCCO methyl 3-(9-((4-(aminomethyl)-2-(3-hydroxypropoxy)phenyl)carbamoyl)-4,5-dihydrobenzo[b]thieno[2,3-d]oxepin-8-yl)-6-(propylcarbamoyl)picolinate